1-((S)-1-(3-Chlorophenyl)ethyl)-N5-((1R,3S,5S,6r)-3-hydroxybicyclo[3.1.0]hexan-6-yl)-N3-methyl-1H-pyrazole-3,5-dicarboxamide ClC=1C=C(C=CC1)[C@H](C)N1N=C(C=C1C(=O)NC1[C@H]2CC(C[C@@H]12)O)C(=O)NC